N-(3-((tert-Butyldiphenylsilyl)oxy)propyl)-2-(4-methylpiperazin-1-yl)-5-nitrobenzenesulfonamide [Si](C1=CC=CC=C1)(C1=CC=CC=C1)(C(C)(C)C)OCCCNS(=O)(=O)C1=C(C=CC(=C1)[N+](=O)[O-])N1CCN(CC1)C